BrC1=CC=CC(=N1)OCC1=C(C=C(C=C1)Cl)CCC(=O)OCC ethyl 3-[2-[(6-bromo-2-pyridyl)oxymethyl]-5-chloro-phenyl]propanoate